The molecule is a member of the class of benzamides obtained from formal condensation between the carboxy group of 2-methoxy-5-sulfamoylbenzoic acid and the primary amino group of (1-ethylpyrrolidin-2-yl)methylamine. It has a role as an antidepressant, an antiemetic, an antipsychotic agent and a dopaminergic antagonist. It is a N-alkylpyrrolidine, a sulfonamide and a member of benzamides. CCN1CCCC1CNC(=O)C2=C(C=CC(=C2)S(=O)(=O)N)OC